C(C=C)(=O)NCCCOCC(NC(C=C)=O)(COCCCNC(C=C)=O)COCCCNC(C=C)=O N-[tris-(3-acrylamidopropoxymethyl)-methyl]acrylamide